4-((1E,4Z,6E)-5-hydroxy-7-(4-hydroxy-3-methoxyphenyl)-3-oxo-hept-1,4,6-trien-1-yl)-2-methoxyphenyl 3-hydroxy-2-(hydroxymethyl)-2-methylpropionate OCC(C(=O)OC1=C(C=C(C=C1)\C=C\C(\C=C(\C=C\C1=CC(=C(C=C1)O)OC)/O)=O)OC)(C)CO